C1([C@H](O)[C@@H](O)[C@@H](O)[C@H](O1)CO)[C@@]1([C@H](O)[C@H](O)[C@@H](CO)O1)N1C=NC=2C(N)=NC=NC12 D-galactosyladenosine